C(C)(C)C1=NNC=C1C1=NC2=CC=C3C(=C2C=2CCCCC12)C=NN3 7-(3-isopropyl-1H-pyrazol-4-yl)-8,9,10,11-tetrahydro-3H-pyrazolo[4,3-a]phenanthridine